tert-butyl (S)-2-((methylamino)methyl)piperidine-1-carboxylate CNC[C@H]1N(CCCC1)C(=O)OC(C)(C)C